ClC=1C=CC(=C(CN(C(CC2=CC=C(C=C2)OC)=O)CCC2=CC=C(C=C2)S(NCC#C)(=O)=O)C1)OCCC N-(5-chloro-2-propoxybenzyl)-2-(4-methoxyphenyl)-N-(4-(N-(prop-2-yn-1-yl)sulfamoyl)phenethyl)acetamide